CS(=O)(=O)OCCC1=CC(=NO1)C(=O)OCC Ethyl 5-(2-((methylsulfonyl)oxy)ethyl)isoxazole-3-carboxylate